3-(tert-butyldimethylsilyloxy)-1-propyllithium [Si](C)(C)(C(C)(C)C)OCCC[Li]